C1=CC=CC=2C3=CC=CC=C3N(C12)CCCCOC1=CC=C(C=C1)C1=CC=C(C=C1)C#N 4'-(4-(9H-carbazole-9-yl)butoxy)-[1,1'-biphenyl]-4-carbonitrile